1-(2-methyl-4-(trifluoromethoxy)phenyl)-3-(3-methylpyridin-4-yl)-6-(trifluoromethyl)-2,3-dihydropyrido[3,4-d]pyrimidin-4(1H)-one CC1=C(C=CC(=C1)OC(F)(F)F)N1CN(C(C2=C1C=NC(=C2)C(F)(F)F)=O)C2=C(C=NC=C2)C